hydroxyethyl-carboxymethyl-amine OCCNCC(=O)O